FC1=CC=CC=2N(C([C@H](CCN(C21)CCCO)NC(OC(C)(C)C)=O)=O)C tert-butyl (S)-(7-fluoro-6-(3-hydroxypropyl)-1-methyl-2-oxo-1,2,3,4,5,6-hexahydrobenzo[b][1,4]diazocin-3-yl)carbamate